(R)-N-(1-(3-(1-(difluoromethyl)-1H-pyrazol-3-yl)-5-(1-(2-methoxyethyl)-1H-pyrazol-4-yl)phenyl)ethyl)-5-(2-(dimethylamino)ethoxy)-2-methylbenzamide FC(N1N=C(C=C1)C=1C=C(C=C(C1)C=1C=NN(C1)CCOC)[C@@H](C)NC(C1=C(C=CC(=C1)OCCN(C)C)C)=O)F